1-(4-(6-(2-fluoro-6-hydroxyphenyl)-2-methyl-2H-indazol-3-yl)piperazin-1-yl)prop-2-en-1-one FC1=C(C(=CC=C1)O)C=1C=CC2=C(N(N=C2C1)C)N1CCN(CC1)C(C=C)=O